C(C)(=O)C1=C(NC2=C(C=CC(=C2C1=O)Cl)Br)SC1=CC=CC=C1 3-acetyl-8-bromo-5-chloro-2-(phenylthio)quinolin-4(1H)-one